(2R,3R)-2-(2,4-difluorophenyl)-3-(4-methylenepiperidin-1-yl)-1-(1H-1,2,4-triazol-1-yl)butan-2-ol FC1=C(C=CC(=C1)F)[C@@](CN1N=CN=C1)([C@@H](C)N1CCC(CC1)=C)O